2-oxo-4-(hydroxylamino)pyrimidin O=C1NC=CC(=N1)NO